C1CNCCC12CCC(CC2)CN2CCC(CC2)N2N=C(C(=C2)NC(=O)C=2C=NN1C2N=C(C=C1)N1C[C@H](CCC1)O)C(F)F (S)-N-(1-(1-((3-azaspiro[5.5]undec-9-yl)methyl)piperidin-4-yl)-3-(difluoroMethyl)-1H-pyrazol-4-yl)-5-(3-hydroxypiperidin-1-yl)pyrazolo[1,5-a]pyrimidine-3-carboxamide